1-(4-trifluoromethoxyphenyl)-4-methyl-5-oxo-4,5-dihydro-1H-1,2,4-triazole-3-carboxamide FC(OC1=CC=C(C=C1)N1N=C(N(C1=O)C)C(=O)N)(F)F